ClC1=C(C=CC(=C1)Cl)N1N=CC=C1C1=CC=CC=C1 1-(2,4-Dichlorophenyl)-5-phenylpyrazol